2-(α-(4-Chlorophenyl)phenylacetyl)indan-1,3-dione ClC1=CC=C(C=C1)C(C(=O)C1C(C2=CC=CC=C2C1=O)=O)C1=CC=CC=C1